(S)-3-(4-(((S)-7-acetyl-2,3-dihydrobenzo[b][1,4]dioxin-2-yl)methoxy)phenyl)-4-hexynoic acid C(C)(=O)C=1C=CC2=C(O[C@H](CO2)COC2=CC=C(C=C2)[C@H](CC(=O)O)C#CC)C1